BrC1=CN=C2C=CC(=NC2=C1)C(C(=O)C1=C(C=CC(=C1)Cl)F)=O 1-(7-bromo-1,5-naphthyridin-2-yl)-2-(5-chloro-2-fluorophenyl)ethane-1,2-dione